5-(3-fluoroimidazo[1,2-a]pyridin-6-yl)-4-methoxy-N-((4r,7r)-1-oxaspiro[3.5]nonan-7-yl)-7H-pyrrolo[2,3-d]pyrimidin-2-amine FC1=CN=C2N1C=C(C=C2)C2=CNC=1N=C(N=C(C12)OC)NC1CCC2(CCO2)CC1